C(C)(C)(C)OC(=O)N(C)CCN1N=NC(=C1)CS(=O)C1=CC=C(C=C1)OC [2-(N-tert-butoxycarbonyl-N-methylamino)-ethyl]-4-[(4-methoxyphenyl)sulfinylmethyl]-1H-1,2,3-triazole